C1(=CC=CC=C1)COCCCCC(C(=O)OC(C)(C)C)(F)F tert-butyl 6-(phenylmethyloxy)-2,2-difluorohexanoate